(2-amino-6-(1H-indol-5-yl)imidazo[1,2-a]pyridin-3-yl)((1r,2s)-2-fluorocyclopropyl)methanone NC=1N=C2N(C=C(C=C2)C=2C=C3C=CNC3=CC2)C1C(=O)[C@@H]1[C@H](C1)F